(R)-5-(4-{4-[5-(2,4-dimethylphenyl)-[1,3,4]oxadiazol-2-yl]piperidine-1-carbonyl}phenyl)-5-ethylimidazolidine-2,4-dione CC1=C(C=CC(=C1)C)C1=NN=C(O1)C1CCN(CC1)C(=O)C1=CC=C(C=C1)[C@@]1(C(NC(N1)=O)=O)CC